C(C)OC(C(CCCCC(F)(F)F)N)=O 2-amino-7,7,7-trifluoroheptanoic acid ethyl ester